FC1=CC=CC=2N=NN(C(C21)=O)C2C(NC(CC2)=O)=O 3-(5-fluoro-4-oxobenzo[d][1,2,3]triazin-3(4H)-yl)piperidin-2,6-dione